ClOCCCC 1-butyl hypochlorite